O=C1N(CCC(N1)=O)C1=C(C=C(C=C1)N1CCC(CC1)C=O)F 1-(4-(2,4-dioxotetrahydropyrimidine-1(2H)-yl)-3-fluorophenyl)piperidine-4-carbaldehyde